FC1=C(C=C(C(=O)NC2=CC(=NC=C2I)C(=O)OC)C=C1C(F)(F)F)OCOC methyl 4-(4-fluoro-3-(methoxymethoxy)-5-(trifluoromethyl)benzamido)-5-iodopicolinate